[6-[3-(1-hydroxycyclopropyl)-1,2,4-triazol-1-yl]-2-azaspiro[3.3]heptan-2-yl]-[6-[[3-(2,2,2-trifluoroethyl)-1H-1,2,4-triazol-5-yl]methyl]-2-azaspiro[3.3]heptan-2-yl]methanone OC1(CC1)C1=NN(C=N1)C1CC2(CN(C2)C(=O)N2CC3(C2)CC(C3)CC3=NC(=NN3)CC(F)(F)F)C1